5-(dimethylamino)-2-oxo-morpholinone CN(C1COC(C(N1)=O)=O)C